1-(4-(3,4-dichlorophenyl)-5-(isopropylthio)thiazol-2-yl)-3-methyl-4-(2-(trifluoromethyl)phenyl)-1H-pyrazole-5-carboxylic acid ClC=1C=C(C=CC1Cl)C=1N=C(SC1SC(C)C)N1N=C(C(=C1C(=O)O)C1=C(C=CC=C1)C(F)(F)F)C